(5S)-2-methylspiro[5,7-dihydrocyclopenta[b]pyridine-6,4'-piperidine]-5-amine hydrochloride Cl.CC1=CC=C2C(=N1)CC1(CCNCC1)[C@@H]2N